(2S,5R)-5-(4-chlorophenyl)-1-(2'-methoxy-[1,1'-biphenyl]-4-carbonyl)pyrrolidine-2-carboxylic acid ClC1=CC=C(C=C1)[C@H]1CC[C@H](N1C(=O)C1=CC=C(C=C1)C1=C(C=CC=C1)OC)C(=O)O